O1C(CCCC1)N1CC=NC=C1 1-tetrahydropyran-2-ylpyrazine